C(C=C)ON1[C@@H]2C=C([C@H](N(C1=O)C2)C(=O)O)C (2S,5R)-6-(allyloxy)-3-methyl-7-oxo-1,6-diazabicyclo[3.2.1]oct-3-ene-2-carboxylic acid